[N+](=O)([O-])C1=CN=C(S1)NC(C1=C(C=CC=C1)OC1=CC=CC=C1)=O N-(5-Nitrothiazol-2-yl)-2-phenoxybenzamide